6-bromo-7-chloro-1H-benzo[d]imidazol-2-amine BrC=1C=CC2=C(NC(=N2)N)C1Cl